C1OCC12CN(C2)C2=NC=CC(=N2)COC2=CC=C(C=C2)S(=O)(=O)C2=CC=C(OC1CC(C1)NC=1C=C3C(N(C(C3=CC1)=O)C1C(NC(CC1)=O)=O)=O)C=C2 5-(((1r,3r)-3-(4-((4-((2-(2-oxa-6-azaspiro[3.3]heptane-6-yl)pyrimidin-4-yl)methoxy)phenyl)sulfonyl)phenoxy)cyclobutyl)amino)-2-(2,6-dioxopiperidin-3-yl)isoindolin-1,3-dione